Cl.ClC1=C(C=CC=C1C1=CC(=CC=C1)Cl)[C@@]1(CC(N(C(N1)=N)[C@H]1C[C@H](NCC1)C)=O)C |o1:22,24| (6S)-6-[2-Chloro-3-(3-chloro-phenyl)phenyl]-2-imino-6-methyl-3-[(2R*,4R*)-2-methylpiperidin-4-yl]hexahydropyrimidin-4-one hydrochloride